Cl\C(=C/[C@@H]1C([C@@H]1C(=O)OCC1=C(C(=CC(=C1Br)F)F)Br)(C)C)\C(F)(F)F 2,6-dibromo-3,5-difluorobenzyl (1RS)-cis-3-[(Z)-2-chloro-3,3,3-trifluoro-1-propenyl]-2,2-dimethylcyclopropanecarboxylate